dimethyl-trisulfane tert-butyl-4-(4-(pyrimidin-5-yl)-6-((3-(trifluoromethyl)phenyl)amino)-1,3,5-triazin-2-yl)-3,6-dihydropyridine-1(2H)-carboxylate C(C)(C)(C)OC(=O)N1CCC(=CC1)C1=NC(=NC(=N1)C=1C=NC=NC1)NC1=CC(=CC=C1)C(F)(F)F.CSSSC